O=C1NC(CCC1OC1=CC=C(C=C1)C1CCN(CC1)CC(=O)N1CCN(CC1)C1=CC=C(C=N1)C=1C=C2C(=NC1)NC=C2C(=O)C=2C(=C(C=CC2F)NS(=O)(=O)C(C)C)F)=O N-[3-[5-[6-[4-[2-[4-[4-[(2,6-dioxo-3-piperidyl)oxy]phenyl]-1-piperidyl]acetyl]piperazin-1-yl]-3-pyridyl]-1H-pyrrolo[2,3-b]pyridine-3-carbonyl]-2,4-difluoro-phenyl]propane-2-sulfonamide